C(CC(C)C)C1=C(C=CC=C1)OC isopentyl-anisole